7-(1-(2-methoxyethyl)-1H-pyrazol-4-yl)imidazo[1,2-a]pyridine COCCN1N=CC(=C1)C1=CC=2N(C=C1)C=CN2